CN1CC2(C3=C4C(=NC=C31)N(C(=C4C=4C=C3C=NN(C3=CC4)C)C=4C=NN(C4)C)S(=O)(=O)C4=CC=CC=C4)CCCC2 6'-methyl-1'-(1-methyl-1H-indazol-5-yl)-2'-(1-methyl-1H-pyrazol-4-yl)-3'-(phenylsulfonyl)-3',6'-dihydro-7'H-spiro[cyclopentane-1,8'-dipyrrolo[2,3-b:3',2'-d]pyridin]